methyl-ethyl-dibromosilane C[Si](Br)(Br)CC